(+)-3-[(1H-1,3-benzodiazol-2-yl)amino]-N-(2-hydroxy-2-methylpropyl)-3-[3-(trifluoromethyl)phenyl]propanamide N1C(=NC2=C1C=CC=C2)NC(CC(=O)NCC(C)(C)O)C2=CC(=CC=C2)C(F)(F)F